N-(2-(2-(cyclopropanesulfonamido)thiazol-4-yl)propan-2-yl)-4-(5-methylpyridin-3-yl)benzamide C1(CC1)S(=O)(=O)NC=1SC=C(N1)C(C)(C)NC(C1=CC=C(C=C1)C=1C=NC=C(C1)C)=O